COC1=C(C(=O)O)C(=CC(=C1)C1=CN=C2N1N=CC(=C2)C=2C=NN(C2)C)OC 2,6-dimethoxy-4-[7-(1-methylpyrazol-4-yl)imidazo[1,2-b]pyridazin-3-yl]benzoic acid